C(C=C)(=O)N[C@@H]1[C@@H](CCC1)NC(=O)C=1SC=2N=CC=C3N(C(NC1C23)=O)C2=CC=C(C=C2)OC2=NC=CC=C2 N-((1R,2S)-2-Acrylamidocyclopentyl)-4-oxo-5-(4-(pyridin-2-yloxy)phenyl)-4,5-dihydro-3H-1-thia-3,5,8-triazaacenaphthylene-2-carboxamide